(R)-4-benzyl-3-((R)-2-(4-(pyrazolo[1,5-a]pyrimidin-7-yl)cyclohexyl)propanoyl)oxazolidin-2-one C(C1=CC=CC=C1)[C@H]1N(C(OC1)=O)C([C@H](C)C1CCC(CC1)C1=CC=NC=2N1N=CC2)=O